BrC=1C=C(C=NC1NCC1=CC=C(C=C1)C(F)(F)F)S(=O)(=O)NC 5-Bromo-N-methyl-6-[[4-(trifluoromethyl)phenyl]methylamino]pyridine-3-sulfonamide